C[C@H]1CCOCCC2NN=CC(C3=NN(C=4C=CC(O1)=CC34)C3OCCCC3)=N2 (12S)-12-methyl-18-(oxan-2-yl)-9,13-dioxa-4,5,18,19,22-pentaazatetracyclo[12.5.2.12,6.017,20]docosa-1(19),2(22),3,14(21),15,17(20)-hexaene